ClC1=NC=CC2=C1N([C@H](C=1N2C(N(N1)C)=O)C)C (S)-6-chloro-2,4,5-trimethyl-4,5-dihydropyrido[3,4-e][1,2,4]triazolo[4,3-a]pyrazin-1(2H)-one